C1(CC1)CN[C@H]1[C@@H](C1)C1=CC(=CC=2CCOC21)C(=O)NC2CCC(CC2)(F)F 7-(trans-2-((cyclopropylmethyl)amino)-cyclopropyl)-N-(4,4-difluorocyclohexyl)-2,3-dihydro-1-benzofuran-5-carboxamide